C1(CCC1)CN1C=C(C(C(=C1)C(=O)O)=O)C1=NC=C(C=C1)C 1'-(cyclobutylmethyl)-5-methyl-4'-oxo-1',4'-dihydro-[2,3'-bipyridine]-5'-carboxylic acid